OC(CCCCCCCCCCCCCCCCC(=O)O)CC 18-Hydroxy-icosanoic acid